C(C)(C)(C)C1=CC=C(C=C1)O p-tert.butylphenol